COC1=C(C=CC=C1)C1=C2CCN(C2=CC=C1)C(=O)[C@H]1N(CCC1)C#N (S)-2-(4-(2-methoxyphenyl)indoline-1-carbonyl)pyrrolidine-1-carbonitrile